(methoxycarbonyl)piperidine COC(=O)N1CCCCC1